5-ethynyl-1,3-dimethoxy-2-isopropylbenzene C(#C)C=1C=C(C(=C(C1)OC)C(C)C)OC